CC1=CC=C(C=C1)S(=O)(=O)OCC[C@@H]1[C@H](CC1)NC(=O)OC(C)(C)C 2-((1R,2S)-2-((tert-butoxycarbonyl)amino)cyclobutyl)ethyl 4-methylbenzenesulfonate